(Z)-2-cyano-3-(2-methoxyphenylamino)but-2-enoic acid ethyl ester C(C)OC(\C(=C(\C)/NC1=C(C=CC=C1)OC)\C#N)=O